ethyl 7-cyclobutyl-2-methoxy-5-methylquinoline-3-carboxylate C1(CCC1)C1=CC(=C2C=C(C(=NC2=C1)OC)C(=O)OCC)C